NC1=NC=2C=CC(=CC2C2=C1COC2)C(=O)N([C@@H](COC)C)CC=2N=NC(=CC2)Br 4-amino-N-((6-bromo-3-pyridazinyl)methyl)-N-((2R)-1-methoxy-2-propanyl)-1,3-dihydrofuro[3,4-c]quinoline-8-carboxamide